CN(C(C1=CC=C(C=C1)OC1=CC=C(C=C1)C(C)(C)NC(=O)NC1(CCN2CCC1CC2)C)=O)C N,N-dimethyl-4-(4-(2-(3-(4-methyl-1-azabicyclo[3.2.2]non-4-yl)ureido)propan-2-yl)phenoxy)benzamide